3-(4-(1H-pyrazol-4-yl)phenyl)-1-(3-methoxybenzyl)-N-methyl-2-oxo-1,3,8-triazaspiro[4.5]decane-8-carboxamide N1N=CC(=C1)C1=CC=C(C=C1)N1C(N(C2(C1)CCN(CC2)C(=O)NC)CC2=CC(=CC=C2)OC)=O